BrC=1N(C=CN1)C 2-bromo-1-methyl-imidazole